O1CCN(CC1)CCN1C(CCC2=CC=C(C=C12)C1=CC=CC=C1)=O 1-(2-Morpholinoethyl)-7-phenyl-3,4-dihydro-quinolin-2(1H)-one